3-chloro-N'-hydroxy-5-nitropyridine-2-carboxamidine ClC=1C(=NC=C(C1)[N+](=O)[O-])C(=NO)N